NC1CN(CC1OCC)C1=NC=2CCC(CC2C=C1)NC(=O)C1=CC2=C(N=N1)N(C=C2Cl)CC N-[2-(3-amino-4-ethoxypyrrolidin-1-yl)-5,6,7,8-tetrahydroquinolin-6-yl]-5-chloro-7-ethyl-7H-pyrrolo[2,3-c]pyridazine-3-carboxamide